CN1CCN(CC1)C([C@H](CCCN[C@H]1[C@@H](C1)C1=CC=C(C=C1)F)NC(C1=CC=C(C=C1)N1N=NC=C1)=O)=O N-[(2S)-1-(4-(methyl)piperazin-1-yl)-5-[[(1r,2s)-2-(4-fluorophenyl)-cyclopropyl]amino]-1-oxopent-2-yl]-4-(1H-1,2,3-triazol-1-yl)benzamide